COC1=CC(=C(C=C1OC)CC(=O)O)[N+](=O)[O-] 2-(4,5-dimethoxy-2-nitrophenyl)acetic acid